ClC=1C=NN(C1C=1C=CC(=NC1)NC([C@H](C1CCCCCC1)NC(=O)C1=CC=NN1CC)=O)C (S)-N-(2-((5-(4-chloro-1-methyl-1H-pyrazol-5-yl)pyridin-2-yl)amino)-1-cycloHeptyl-2-oxoethyl)-1-ethyl-1H-pyrazole-5-carboxamide